ClC=1N=CN(C1CO)C (4-chloro-1-methylimidazol-5-yl)methanol